N1=C(C=CC2=CC=C3C=CC=NC3=C12)C=O phenanthrolinealdehyde